C(CCCCCCCCCCC)(=O)NCCN(CCO)CC(=O)O.[Na] sodium N-lauroyl-N'-carboxymethyl-N'-hydroxyethylethylenediamine